C(#N)C1=CC(=NC=N1)N1N=CN=C1C(C)NC(OC(C)(C)C)=O tert-butyl {1-[1-(6-cyanopyrimidin-4-yl)-1H-1,2,4-triazol-5-yl]ethyl}carbamate